C(C)(C)(C)[Si](OCCCCCCCCCO)(C)C 9-[(tert-butyl)bis(methyl)siloxy]-1-nonanol